CP(=O)(C)CC=1C(=C(C=CC1)CC=1C(OC2=CC(=CC=C2C1C)OC1=NC=CC=C1F)=O)F 3-[[3-(dimethylphosphorylmethyl)-2-fluoro-phenyl]methyl]-7-[(3-fluoro-2-pyridyl)oxy]-4-methyl-chromen-2-one